3-(5-bromo-4-methylthiophen-2-yl)-5-(2,4,6-trifluorophenyl)-5-(trifluoromethyl)-isoxazole BrC1=C(C=C(S1)C=1NOC(C1)(C(F)(F)F)C1=C(C=C(C=C1F)F)F)C